(3aR,4R,5R,7S,8S,9R,9aS,12R)-8-hydroxy-4,7,9,12-tetramethyl-3-oxo-7-vinyldecahydro-4,9a-propanocyclopenta[8]annulen-5-yl (1-hydroxy-1,3-dihydrobenzo[c][1,2]oxaborol-6-yl)glycinate OB1OCC2=C1C=C(C=C2)NCC(=O)O[C@H]2[C@]1([C@H]3[C@]([C@H]([C@@H]([C@@](C2)(C=C)C)O)C)(CCC3=O)CC[C@H]1C)C